4-(3-(4-acetoxyphenyl)-5-chloro-2-oxoindolin-3-yl)butanoic acid phenyl ester C1(=CC=CC=C1)OC(CCCC1(C(NC2=CC=C(C=C12)Cl)=O)C1=CC=C(C=C1)OC(C)=O)=O